BrC1=C2C=NN(C2=CC(=C1CCOC(=O)NC1CC2(C1)CN(CCC2)C(=O)OC(C)(C)C)Cl)C2OCCCC2 tert-Butyl 2-(((2-(4-bromo-6-chloro-1-(tetrahydro-2H-pyran-2-yl)-1H-indazol-5-yl)ethoxy)carbonyl)amino)-6-azaspiro[3.5]nonane-6-carboxylate